C(C(=C)CC(=O)OCC(F)(F)F)(=O)OCC(F)(F)F bis-(2,2,2-trifluoroethyl) itaconate